BrCC1=CC=C(C=N1)C=1OC(=NN1)C(F)F 2-[6-(bromomethyl)-3-pyridyl]-5-(difluoromethyl)-1,3,4-oxadiazol